2-(4-fluoro-3-(1-hydroxyethyl)phenyl)-4-(trifluoromethyl)isoindolin-1-one FC1=C(C=C(C=C1)N1C(C2=CC=CC(=C2C1)C(F)(F)F)=O)C(C)O